COC1=CC2=C([Se]NS2(=O)C2=CC(=CC=C2)OC)C=C1 6-methoxy-1-m-methoxyphenylbenzo[d][1,3,2]thiaselenazol-1-one